N-(2-methoxy-4-((1-methylpiperidin-4-yl)oxy)phenyl)-5-(1-methyl-1H-pyrazol-4-yl)isoquinolin-3-amine COC1=C(C=CC(=C1)OC1CCN(CC1)C)NC=1N=CC2=CC=CC(=C2C1)C=1C=NN(C1)C